(S)-3-(4-fluorophenyl)-4-nitrobutanal FC1=CC=C(C=C1)[C@H](CC=O)C[N+](=O)[O-]